C(C1=CC=CC=C1)OC(=O)NC1CC=2C=CC(=C(C2CC1)Br)N1CC2CCC(C1)N2C(=O)OC(C)(C)C racemic-tert-butyl 3-(6-(((benzyloxy) carbonyl) amino)-1-bromo-5,6,7,8-tetrahydronaphthalen-2-yl)-3,8-diazabicyclo[3.2.1]octane-8-carboxylate